C(C1=CC=CC=C1)SCC(COCCCCCCCC\C=C/C\C=C/CCCCC)OCCCCCCCC\C=C/C\C=C/CCCCC Benzyl-(2,3-bis((9Z,12Z)-octadeca-9,12-dien-1-yloxy)propyl)sulfane